2-chloroalanyl-ammonia Cl[C@](N)(C)C(=O)N